tert-butyl 4-(naphthalen-1-yl)piperidine-1-carboxylate C1(=CC=CC2=CC=CC=C12)C1CCN(CC1)C(=O)OC(C)(C)C